2-amino-2-(3,4-difluorophenyl)acetonitrile NC(C#N)C1=CC(=C(C=C1)F)F